ClC=1C=NC=C(C1C(C)OC=1C=C2C(=NNC2=CC1)C(=O)NC1=NC=C(C=C1)N1C[C@@H](N[C@@H](C1)C)C)Cl 5-(1-(3,5-dichloropyridin-4-yl)ethoxy)-N-(5-((3S,5R)-3,5-dimethylpiperazin-1-yl)pyridin-2-yl)-1H-indazole-3-carboxamide